tert-butyl ((1R,2R,4S)-7-(3-bromo-5-methyl-4-oxo-1-(tetra-hydro-2H-pyran-2-yl)-4,5-dihydro-1H-pyrazolo[3,4-d]pyrimidin-6-yl)-7-azabicyclo[2.2.1]heptan-2-yl)carbamate BrC1=NN(C=2N=C(N(C(C21)=O)C)N2[C@H]1[C@@H](C[C@@H]2CC1)NC(OC(C)(C)C)=O)C1OCCCC1